C(C)(C)OC(=O)CCCCCOC=1C2=CC=CC=C2C(=C2C=CC=CC12)OCCCCCC(=O)OC(C)C 9,10-bis(isopropoxycarbonylpentyleneoxy)anthracene